OC1=C(OC2=C(C(=CC(=C2C1=O)O)O)C=CC(C)=C)C1=CC=C(C=C1)OC 3,5,7-trihydroxy-8-isoprenyl-2-(4-methoxyphenyl)-4H-chromen-4-one